ClC=1C(=NC(=NC1)NC1=C(C=C(C=C1)C1CCNCC1)OC)NC1=C(C=CC=C1)NS(N)(=O)=O 4-(4-((5-chloro-4-((2-(sulfamoylamino)phenyl)amino)pyrimidin-2-yl)amino)-3-methoxyphenyl)piperidine